(S)-2-((2S,3S)-2-((S)-2-acetamido-3-(5-chlorobenzo[d]thiazol-2-yl)propanamido)-3-methylpentanamido)-6-amino-N-((S)-1-amino-4-methyl-1-oxopentan-2-yl)hexanamide C(C)(=O)N[C@H](C(=O)N[C@H](C(=O)N[C@H](C(=O)N[C@H](C(=O)N)CC(C)C)CCCCN)[C@H](CC)C)CC=1SC2=C(N1)C=C(C=C2)Cl